2-bromo-6-fluoro-4-isopropoxybenzaldehyde BrC1=C(C=O)C(=CC(=C1)OC(C)C)F